(R)-5-(((4-(4-(3-(6-(((1-acetylpiperidin-4-yl)amino)methyl)-8-chloro-5-methoxyquinolin-2-yl)-2-chlorophenyl)-3-chloropyridin-2-yl)-2-methoxybenzyl)amino)methyl)pyrrolidin-2-one C(C)(=O)N1CCC(CC1)NCC=1C(=C2C=CC(=NC2=C(C1)Cl)C=1C(=C(C=CC1)C1=C(C(=NC=C1)C1=CC(=C(CNC[C@H]2CCC(N2)=O)C=C1)OC)Cl)Cl)OC